C[C@H]1[C@H]([C@H]([C@@H]([C@@H](O1)O[C@@H]2[C@H]([C@H]([C@H](O[C@H]2O[C@@H]3[C@H](O[C@H]([C@@H]([C@H]3O)NC(=O)C)O)CO)CO)O)O[C@H]4[C@@H]([C@H]([C@H]([C@H](O4)CO)O[C@H]5[C@@H]([C@H]([C@H]([C@H](O5)CO)O)O)O)O)NC(=O)C)O)O)O The molecule is a branched amino pentasaccharide comprised of a linear chain of beta-D-galactose, N-acetyl-beta-D-galactosamine, beta-D-galactose and N-acetyl-beta-D-glucosamine residues linked sequentially (1->4), (1->3) and (1->4), with an alpha-L-fucosyl residue linked (1->2) to the galactose residue proximal to the reducing-end N-acetylglucosamine residue. It is an amino pentasaccharide and a glucosamine oligosaccharide.